2-((4-methyl-thiazol-5-yl)-amino)-5-(trifluoromethyl)benzoic acid CC=1N=CSC1NC1=C(C(=O)O)C=C(C=C1)C(F)(F)F